FLUOROQUINOXALINONE C1=CC=C2C(=C1)NC(=O)C(=N2)F